FC=1C=C(C=CC1F)C(C(=O)O)CC=1N(C=2C(=C3CC[C@@H](N(C3=CC2)C(=O)OC)C)N1)[C@@H]1CC[C@H](CC1)OC 2-(3,4-difluorophenyl)-3-((S)-6-(methoxycarbonyl)-3-((trans)-4-methoxycyclohexyl)-7-methyl-6,7,8,9-tetrahydro-3H-imidazo[4,5-f]quinolin-2-yl)propanoic acid